5-(5-([1,1'-Bi(cyclopropane)]-2-yl)-6-methoxypyridazin-3-yl)pyrimidine-2,4(1H,3H)-dione C1(C(C1)C=1C=C(N=NC1OC)C=1C(NC(NC1)=O)=O)C1CC1